Cis-2-[[1-(cyclobutyl-methyl)-8-dimethylamino-2-oxo-8-phenyl-1,3-diazaspiro[4.5]decan-3-yl]-methyl]-benzamide C1(CCC1)CN1C(N(CC12CCC(CC2)(C2=CC=CC=C2)N(C)C)CC2=C(C(=O)N)C=CC=C2)=O